CC1(OCCO1)C 2-(methyl)-2-methyl-1,3-dioxolane